N-((S)-((R)-2'-iodo-6,6'-dimethyl-[1,1'-biphenyl]-2-yl)(4-methylbenzyl)-λ4-sulfaneylidene)benzamide IC1=C(C(=CC=C1)C)C1=C(C=CC=C1C)[S@@](=NC(C1=CC=CC=C1)=O)CC1=CC=C(C=C1)C